6-amino-3,3-dimethylisochroman-1-one NC=1C=C2CC(OC(C2=CC1)=O)(C)C